(S)-Benzyl tert-butyl (6-hydroxyhexane-1,5-diyl)dicarbamate OC[C@H](CCCCNC(OCC1=CC=CC=C1)=O)NC(OC(C)(C)C)=O